C(#C)C=1C(=CC=C2C=CC=C(C12)C1=C(C=2N=CN=C(C2C=N1)N1[C@@H]2CCN([C@@H]2C1)C(C(=C)F)=O)F)F 1-((1R,5R)-6-(7-(8-ethynyl-7-fluoronaphthalen-1-yl)-8-fluoropyrido[4,3-d]pyrimidin-4-yl)-2,6-diazabicyclo[3.2.0]heptan-2-yl)-2-fluoroprop-2-en-1-one